1,4-bis(butylamino)anthraquinone lithium pyrrolidine salt N1CCCC1.[Li].C(CCC)NC1=CC=C(C=2C(C3=CC=CC=C3C(C12)=O)=O)NCCCC